FC1(C(C(N(C1)C)=O)(O)C1=CC(=NO1)C=1C=CC(=C(C1)B(O)O)F)F (5-(5-(4,4-difluoro-3-hydroxy-1-methyl-2-oxopyrrolidin-3-yl)isoxazol-3-yl)-2-fluorophenyl)boronic acid